ISOBUTYL ALCOHOL C(C(C)C)O